C(C)[C@]1(C(OCC=2C(N3CC=4C(=NC=5C=CC(=C(C5C4)CN(C(C)=O)C)O)C3=CC21)=O)=O)O N-(((S)-4-ethyl-4,9-dihydroxy-3,14-dioxo-3,4,12,14-tetrahydro-1H-pyrano[3',4':6,7]indolizino[1,2-b]quinolin-10-yl)methyl)-N-methylacetamide